BrC1=CC(=C(C=C1)[C@H]1N([C@@H](CC2=C3C(=CC=C12)N(C(O3)=O)C(C3=CC=CC=C3)(C3=CC=CC=C3)C3=CC=CC=C3)C)CC(F)(F)F)OC (6S,8R)-6-(4-bromo-2-methoxyphenyl)-8-methyl-7-(2,2,2-trifluoroethyl)-3-triphenylmethyl-6,7,8,9-tetrahydrooxazolo[5,4-f]isoquinolin-2(3H)-one